C(C)OC1=NC=CC=C1C=1C=C(C2=C(N1)N(N=C2C(C)C)C)NCC2=NC=CC(=C2)OC 6-(2-ethoxy-3-pyridinyl)-3-isopropyl-N-[(4-methoxy-2-pyridinyl)methyl]-1-methyl-pyrazolo[3,4-b]pyridin-4-amine